1-[2-(4-Ethyl-piperazin-1-yl)-4-methyl-quinolin-6-yl]-3-(4-fluoro-benzyl)-thiourea C(C)N1CCN(CC1)C1=NC2=CC=C(C=C2C(=C1)C)NC(=S)NCC1=CC=C(C=C1)F